O1CCC(CC1)N1C=CC=2C=NC(=CC21)N (tetrahydro-2H-pyran-4-yl)-1H-pyrrolo[3,2-c]pyridin-6-amine